BrC1=CC(=NC=C1)OCCOCCOCCOCCOCCNC(OC(C)(C)C)=O tert-butyl N-{14-[(4-bromopyridin-2-yl)oxy]-3,6,9,12-tetraoxatetradecan-1-yl}carbamate